tert-butyl 3-((4-fluoro-2-(trifluoromethyl)benzyl)oxy)pyrrolidine-1-carboxylate FC1=CC(=C(COC2CN(CC2)C(=O)OC(C)(C)C)C=C1)C(F)(F)F